FC1=CC=C(C=C1)S(=O)(=O)N(C1CCC=2N(C3=CC=CC=C3C2C1)CC(=O)O)C {3-[(4-fluoro-benzenesulfonyl)-methyl-amino]-1,2,3,4-tetrahydro-carbazol-9-yl}-acetic acid